P(OC1=C(C=C(C=C1)C(C)(C)C)C(C)(C)C)(OC1=C(C=C(C=C1)C(C)(C)C)C(C)(C)C)OC1=C(C=C(C=C1)C(C)(C)C)C(C)(C)C tris(2,4-di-tert.-butylphenyl) phosphite